ClC1=C(C=C(C=C1)Cl)NC(=O)C1(CC1)C(=O)NC1=C(C=CC(=C1)Cl)Cl N,N'-bis(2,5-dichlorophenyl)cyclopropane-1,1-diamide